CSC1=CN=C(O1)NC1=NC(=C2C=CC=NC2=C1)NC1CC2CCC(C1)N2CCC#N 3-((3-exo)-3-((7-((5-methylthiooxazol-2-yl)amino)-1,6-naphthyridin-5-yl)amino)-8-azabicyclo[3.2.1]oct-8-yl)propionitrile